N1=C(C=CC=C1)S(=O)(N)=N pyridine-2-sulfonimidamide